CC1=C(NC(=C1C)C(=O)N1CCNCC1)C(=O)N 3,4-dimethyl-5-(piperazine-1-carbonyl)-1H-pyrrole-2-carboxamide